C(=CC)C=1C=C(C=CC1O)C=1C(=CC=C(C1)CC=C)O 3'-(1-propenyl)-5-(2-propenyl)-2,4'-biphenyldiol